3,6-dibromonaphthalene-2,7-diol BrC=1C(=CC2=CC(=C(C=C2C1)Br)O)O